O=C1NC(CCC1N1C(N(C2=C1C=CC=C2CC2CCC(CC2)OC(NC)=O)C)=O)=O [4-[[1-(2,6-dioxo-3-piperidyl)-3-methyl-2-oxo-benzimidazol-4-yl]methyl] cyclohexyl]-N-methyl-carbamate